C1(=CC(=CC=C1)N1CCN(CC1)C([C@H](COC)N)=O)C1=CC=CC=C1 (S)-1-(4-([1,1'-biphenyl]-3-yl)piperazin-1-yl)-2-amino-3-methoxypropan-1-one